N1=CC=C(C=C1)CN1C=CC=C1 (pyridin-4-ylmethyl)-1H-pyrrole